5-hex-3-enyloxolan C(CC=CCC)C1CCCO1